4-((3-acetyl-2-methoxyphenyl)amino)-6-chloro-N-methylpyridazine-3-carboxamide C(C)(=O)C=1C(=C(C=CC1)NC1=C(N=NC(=C1)Cl)C(=O)NC)OC